O=C1NC(CCC1C1=NN(C2=C(C=CC=C12)N1CCC(CC1)CN1[C@H](CN(CC1)C(=O)OC(C)(C)C)C)C)=O tert-butyl (3S)-4-((1-(3-(2,6-dioxopiperidin-3-yl)-1-methyl-1H-indazol-7-yl)piperidin-4-yl)methyl)-3-methylpiperazine-1-carboxylate